3-bromo-2,6-difluorobenzaldehyde BrC=1C(=C(C=O)C(=CC1)F)F